N1C2C(CC1)NCC2 Octahydropyrrolo[3,2-b]pyrrole